FC1=C(CN2C(C3=NC=CC=C3C2=O)([2H])[2H])C(=CC(=C1)C=1C=2C(N=CC1)=NN(C2)C([2H])([2H])[2H])F 6-(2,6-difluoro-4-(2-(methyl-d3)-2H-pyrazolo[3,4-b]pyridin-4-yl)benzyl)-6,7-dihydro-5H-pyrrolo[3,4-b]pyridin-5-one-7,7-d2